C[C@@H]1CN(C(=CC1)C=1C=CC2=C(N=C(S2)C2CN(CC2(C)C)C)C1)C(=O)OC(C)(C)C (3S)-tert-butyl 3-methyl-6-(2-(1,4,4-trimethylpyrrolidin-3-yl)benzo[d]thiazol-5-yl)-3,4-dihydropyridine-1(2H)-carboxylate